1-[(2S,5R)-2-methyl-5-(7H-pyrrolo[2,3-d]pyrimidin-4-ylamino)-1-piperidinyl]-2-propen-1-one malonate C(CC(=O)O)(=O)O.C[C@@H]1N(C[C@@H](CC1)NC=1C2=C(N=CN1)NC=C2)C(C=C)=O